5-fluoro-1-((2R,4S,5R)-5-(fluoromethyl)-4-hydroxy-5-(hydroxymethyl)tetrahydrofuran-2-yl)pyrimidine-2,4(1H,3H)-dione FC=1C(NC(N(C1)[C@@H]1O[C@@]([C@H](C1)O)(CO)CF)=O)=O